(R)-2-methyl-4-((1-(2-methyl-3-(trifluoromethyl)phenyl)ethyl)amino)-6-(piperidin-4-yl)-2,6-dihydropyrido[3,4-d]pyridazine-1,7-dione CN1N=C(C=2C(C1=O)=CC(N(C2)C2CCNCC2)=O)N[C@H](C)C2=C(C(=CC=C2)C(F)(F)F)C